C(C=C)N1N(C2=NC(=NC=C2C1=O)NC1=CC=C(C=C1)N1CCN(CC1)C1=CC=C(C=C1)C1C(NC(CC1)=O)=O)C1=CC=C2C(=N1)[C@@](CC2)(O)CC 3-[4-[4-[4-[[2-allyl-1-[(7R)-7-ethyl-7-hydroxy-5,6-dihydrocyclopenta[b]pyridin-2-yl]-3-oxo-pyrazolo[3,4-d]pyrimidin-6-yl]amino]phenyl]piperazin-1-yl]phenyl]piperidine-2,6-dione